6-[4-[acetyl-(cyclobutylmethyl)amino]phenyl]-N-(3-pyridylmethyl)pyridine-3-carboxamide C(C)(=O)N(C1=CC=C(C=C1)C1=CC=C(C=N1)C(=O)NCC=1C=NC=CC1)CC1CCC1